2-amino-6-methyl-5-(4-((tetrahydro-2H-pyran-2-yl)oxy)butyl)pyrimidin-4(1H)-one NC=1NC(=C(C(N1)=O)CCCCOC1OCCCC1)C